2-((1,1-dioxotetrahydro-2H-thiopyran-3-yl)amino)-8-(isopropylamino)pyrido[3,4-d]pyrimidine-6-carbonitrile O=S1(CC(CCC1)NC=1N=CC2=C(N1)C(=NC(=C2)C#N)NC(C)C)=O